[Al].[Mg].[Cu].[Co].[Ni] nickel-cobalt-copper-magnesium-aluminum